C1(CC=CCC1)OC(C=C)=O.C(C1=CC=CC=C1)[C@@H]1N(C(OC1)=O)C(C[C@H]1C[C@@H](C2=CC=CC=C12)C)=O (S)-4-benzyl-3-(2-((1R,3S)-3-methyl-2,3-dihydro-1H-inden-1-yl)acetyl)oxazolidin-2-one cyclohex-3-en-1-yl-acrylate